C1(CCCCC1)CC1CC(CC(C1)C)C 1-cyclohexylmethyl-3,5-dimethylcyclohexane